ClC1=NC(=C2N=CN(C2=N1)CC1CC1)N1[C@H](CN([C@@H](C1)C)C(C(C)C)C1=CC=C(C=C1)F)C 2-chloro-9-(cyclopropylmethyl)-6-((2S,5R)-4-(1-(4-fluorophenyl)-2-methylpropyl)-2,5-dimethylpiperazin-1-yl)-9H-purine